C(C)(C)(C)OC(=O)N1CCN(CC1)C=1C=NN2C1C=CC(=C2)C=2N=CN(C2)CCN(C)C 4-(6-(1-(2-(Dimethylamino)ethyl)-1H-imidazol-4-yl)pyrazolo[1,5-a]pyridin-3-yl)piperazine-1-carboxylic acid tert-butyl ester